ClC1=CC=C(C=C1)S(=O)(=O)NC=1C=CC=C2C=CC=NC12 4-chloro-N-(quinolin-8-yl)benzene-sulfonamide